(E)-4-(6-((4-(1-isopropyl-1H-pyrazol-4-yl)-5-methylpyrimidin-2-yl)amino)-1,2,3,4-tetrahydroisoquinolin-2-yl)butenoic acid C(C)(C)N1N=CC(=C1)C1=NC(=NC=C1C)NC=1C=C2CCN(CC2=CC1)C/C=C/C(=O)O